4-(cyclopropylethynyl)-2-oxo-4-(trifluoromethyl)-1,2,3,4-tetrahydroquinazolin C1(CC1)C#CC1(NC(NC2=CC=CC=C12)=O)C(F)(F)F